[Cl-].C(=O)(O)C=1C=C(CN2C=CC(C=C2)=C2C=CN(C=C2)C)C=C(C1)C(=O)O 1-(3,5-dicarboxybenzyl)-1'-methyl-4,4'-bipyridyl chloride